ClC1=C(C(=O)N[C@@H](CCOC2CC(C2)CCC2=NC=3NCCCC3C=C2)C(=O)O)C(=CN=C1)C N-(3-chloro-5-methylisonicotinoyl)-O-((1S,3S)-3-(2-(5,6,7,8-tetrahydro-1,8-naphthyridin-2-yl)ethyl)cyclobutyl)-L-homoserine